C1(=CC=C(C=C1)S(=O)(=O)ON1C(=O)C2C3C=CC(C2C1=O)O3)C N-(4-tolylsulfonyloxy)-7-oxabicyclo[2.2.1]hept-5-ene-2,3-dicarboximide